dec-9-en-ol C(CCCCCCCC=C)O